6-azidomethyl-1H-benzene N(=[N+]=[N-])CC1=CC=CCC1